CC([C@@H](C(=O)N1[C@@H]([C@H]2[C@H]3[C@@H](C[C@@H]([C@H]2C1)C3)F)C(=O)NC(C#C)C3=CN=CC1=CC=CC=C31)NC(C(F)(F)F)=O)(C)C (1S,3aR,4S,6R,7S,7aR)-2-((S)-3,3-dimethyl-2-(2,2,2-trifluoroacetamido)butanoyl)-6-fluoro-N-(1-(isoquinolin-4-yl)prop-2-yn-1-yl)octahydro-1H-4,7-methanoisoindole-1-carboxamide